SCC(CS)(CCS)CS 2,2-bis(mercaptomethyl)-1,4-butanedithiol